ISOQUINOLONE C1(NC=CC2=CC=CC=C12)=O